C(C)(C)(C)OC(NC(C(=O)NCCO)C(C)C)=O (1-((2-hydroxyethyl)amino)-3-methyl-1-oxobutan-2-yl)carbamic acid tert-butyl ester